potassium 2-(5-methyl-1,3,4-oxadiazol-2-yl)acetate CC1=NN=C(O1)CC(=O)[O-].[K+]